FC1=C(C=CC=C1)NC(C(=O)N1[C@@H]([C@@H]2[C@H](C1)CCC2)C(=O)O)=O (1S,3aR,6aS)-2-(2-((2-fluorophenyl)amino)-2-oxoacetyl)octahydrocyclopenta[c]pyrrole-1-carboxylic acid